5-(1-(3,5-difluorophenyl)-2-methoxyethyl)-1H-indazol-3-amine FC=1C=C(C=C(C1)F)C(COC)C=1C=C2C(=NNC2=CC1)N